2-(4-(aminomethyl)-2-methyl-1H-indol-1-yl)-N-benzylpyrrolo[2,1-f][1,2,4]triazin-4-amine NCC1=C2C=C(N(C2=CC=C1)C1=NN2C(C(=N1)NCC1=CC=CC=C1)=CC=C2)C